COCCC=1C=CC2=C(N=C(O2)C2CCN(CC2)C2=C(C(N(C3=CC=CC=C23)C)=O)C#N)C1 4-{4-[5-(2-Methoxyethyl)-1,3-benzoxazol-2-yl]piperidin-1-yl}-1-methyl-2-oxo-1,2-dihydroquinoline-3-carbonitrile